COC=1C=C(C=CC1OC)C=1C=CC=2N(N1)C(=CN2)C2=CC=NC=C2 6-(3,4-dimethoxyphenyl)-3-(4-pyridyl)imidazo[1,2-b]pyridazine